(R)-5-cyano-2-(4,4-difluoroazepan-1-yl)-4-methyl-N-(3-(S-methyl-N-(methylglycyl)sulfonimidoyl)phenyl)-6-(trifluoromethyl)nicotinamide C(#N)C=1C(=NC(=C(C(=O)NC2=CC(=CC=C2)[S@@](=O)(=NC(CNC)=O)C)C1C)N1CCC(CCC1)(F)F)C(F)(F)F